ClC1=CC=NC2=C(C(=CC=C12)Cl)C 4,7-Dichloro-8-methylquinoline